3-(1H-pyrazol-4-yl)propan-1-amine dihydrochloride dihydrochloride Cl.Cl.Cl.Cl.N1N=CC(=C1)CCCN